15,18-Dihydroxyhexacosanoic acid OC(CCCCCCCCCCCCCC(=O)O)CCC(CCCCCCCC)O